L-PHENYLALANINE ETHYLESTER C(C)OC([C@@H](N)CC1=CC=CC=C1)=O